methyl 2-(N-methylpivalamido)acetate CN(C(C(C)(C)C)=O)CC(=O)OC